8-((2S,5S)-4-(1-(4-fluorophenyl)ethyl)-5-(methoxymethyl)-2-methylpiperazin-1-yl)-5-methyl-6-oxo-5,6-dihydro-1,5-naphthyridine-2-carbonitrile FC1=CC=C(C=C1)C(C)N1C[C@@H](N(C[C@H]1COC)C1=CC(N(C=2C=CC(=NC12)C#N)C)=O)C